[1-[(1S)-3-methoxy-1-[(1R,2R)-2-(spiro[chromane-2,1'-cyclobutane]-4-ylcarbamoyl)cyclopropyl]propyl]-4,4-dimethyl-6-oxo-hexahydropyrimidin-2-ylidene]ammonium COCC[C@@H]([C@H]1[C@@H](C1)C(NC1CC2(CCC2)OC2=CC=CC=C12)=O)N1C(NC(CC1=O)(C)C)=[NH2+]